ClC1=C(C(=O)NC)C(=C(C(=N1)C)Cl)C 2,5-dichloro-N,4,6-trimethylnicotinamide